ClC1=C(C=NC(=N1)C1CC1)OC 6-chloro-2-cyclopropyl-5-methoxypyrimidine